P(O)(=O)(OP(=O)(O)OP(=O)(O)O)OC[C@@H]1[C@H](C[C@@H](O1)N1C=NC=2C(NCCCCCCN)=NC=NC12)O N6-(6-amino)hexyl-deoxyAdenosine triphosphate